The molecule is a polyunsaturated fatty acyl-CoA(4-) arising from deprotonation of the phosphate and diphosphate functions of 5,6-epoxy-(8Z,11Z,14Z)-icosatrienoyl-CoA; major species at pH 7.3. It is a long-chain fatty acyl-CoA(4-) and a polyunsaturated fatty acyl-CoA(4-). It is a conjugate base of a 5,6-epoxy-(8Z,11Z,14Z)-icosatrienoyl-CoA. CCCCC/C=C\\C/C=C\\C/C=C\\CC1C(O1)CCCC(=O)SCCNC(=O)CCNC(=O)[C@@H](C(C)(C)COP(=O)([O-])OP(=O)([O-])OC[C@@H]2[C@H]([C@H]([C@@H](O2)N3C=NC4=C(N=CN=C43)N)O)OP(=O)([O-])[O-])O